ClC1=C(N=C(NC1=O)C1=CC=NC=C1)C1CCNCC1 5-chloro-4-(4-piperidinyl)-2-(4-pyridinyl)-1H-pyrimidin-6-one